C1(CC1)N1C=C(C2=C1N=CN(C2=O)CC(=O)N2CC(CC2)F)C2=CC(=C(C=C2)F)C(F)(F)F 7-cyclopropyl-5-(4-fluoro-3-(trifluoromethyl)phenyl)-3-(2-(3-fluoropyrrolidin-1-yl)-2-oxoethyl)-3H-pyrrolo[2,3-d]pyrimidin-4(7H)-one